Ethyl D-glucopyranoside O(C1[C@H](O)[C@@H](O)[C@H](O)[C@H](O1)CO)CC